C=C(C(=O)OCC(=O)O)CC(OC1(CCC1)C1=CC=C(C=C1)S(F)(F)(F)(F)F)=O 2-((2-methylene-4-oxo-4-(1-(4-(pentafluoro-λ6-sulfaneyl)phenyl)cyclobutoxy)butanoyl)oxy)acetic acid